C(#N)C1=CC(=C(COC2=CC=C(C(=N2)C2=CC(=C(CC3=NC4=C(N3[C@@H]3COCC3(C)C)C=C(C=C4)C(=O)O)C=C2)F)F)C=C1)F (S)-2-(4-(6-((4-cyano-2-fluorobenzyl)oxy)-3-fluoropyridin-2-yl)-2-fluorobenzyl)-1-(4,4-dimethyltetrahydrofuran-3-yl)-1H-benzo[d]imidazole-6-carboxylic acid